CC1(NCOC1)C 4,4-Dimethyl-1,3-oxazolidine